COC[C@H](C)NC=1N=CC2=C(N1)NC=C2C2=CC=1N(C=C2)N=CC1C(=O)N 5-(2-(((S)-1-methoxypropan-2-yl)amino)-7H-pyrrolo[2,3-d]pyrimidin-5-yl)pyrazolo[1,5-a]pyridine-3-carboxamide